(R)-1-(3-(2-(6-((R)-3-aminopiperidine-1-carbonyl)-3-methylpyrazolo[1,5-a]pyridin-2-yl)-1-(cyclopropylmethyl)-1H-indol-7-yl)azetidin-1-yl)-2-methoxypropan-1-one N[C@H]1CN(CCC1)C(=O)C=1C=CC=2N(C1)N=C(C2C)C=2N(C1=C(C=CC=C1C2)C2CN(C2)C([C@@H](C)OC)=O)CC2CC2